COC(=O)C1=C(SC2=C1C=CC(=C2Cl)O)N(CCC2=C(C=CC=C2)F)C(C)=O 2-[acetyl-(2-fluorophenylethyl)amino]-7-chloro-6-hydroxy-1-benzothiophene-3-carboxylic acid methyl ester